calcium carbonate (carbonate) C([O-])([O-])=O.C(O)(O)=O.[Ca+2]